3-methylenecyclobutane-1-amine trifluoroacetate FC(C(=O)O)(F)F.C=C1CC(C1)N